Propane-2-sulfonic acid [4-(4-benzoyl-phenoxy)-tetrahydro-furan-3-yl]-amide C(C1=CC=CC=C1)(=O)C1=CC=C(OC2C(COC2)NS(=O)(=O)C(C)C)C=C1